(R)-2-(2,6-difluorophenyl)-5-(4-(4-methylpyrazolo[1,5-a]pyridin-2-yl)-6,7-dihydro-1H-imidazo[4,5-c]pyridin-5(4H)-yl)-1,3,4-oxadiazole FC1=C(C(=CC=C1)F)C=1OC(=NN1)N1[C@H](C2=C(CC1)NC=N2)C2=NN1C(C(=CC=C1)C)=C2